C[C@H]1CN(CCN1C1=NC(=NC=2C[C@]3(CCC12)CC1=CC=CC=C1CC3)OC[C@H]3N(CCC3)C)C(C=C)=O 1-((S)-3-methyl-4-((R)-2'-(((S)-1-methylpyrrolidin-2-yl)methoxy)-3,4,5',8'-tetrahydro-1H,6'H-spiro[naphthalene-2,7'-quinazolin]-4'-yl)piperazin-1-yl)prop-2-en-1-one